BrC=1C=C(C(NC1C(F)(F)F)=O)C(=O)O 5-bromo-2-oxo-6-(trifluoromethyl)-1,2-dihydropyridine-3-carboxylic acid